COC1=CC=C(CNC2=NC=CC3=CC=C(C=C23)C=2C3=C(SC2)C=C(C=C3)C(=O)O)C=C1 3-(1-((4-methoxybenzyl)amino)isoquinolin-7-yl)benzo[b]thiophene-6-carboxylic acid